C(C1=CC=CC=C1)N1C(=NC2=C1C=CC(=C2)OC(C)C)C2=C(C=C(C=C2)OC2CCN(CCC2)C)Cl 1-benzyl-2-(2-chloro-4-((1-methylazepan-4-yl)oxy)phenyl)-5-isopropoxy-1H-benzo[d]imidazole